FC1(CNCCC1C1=CC=C2C(=NN(C2=C1)C)N1C(NC(CC1)=O)=O)F 1-[6-(3,3-difluoro-4-piperidyl)-1-methyl-indazol-3-yl]hexahydropyrimidine-2,4-dione